1,4-nonanediol C(CCC(CCCCC)O)O